Phenothiarsinine C1=CC=CC=2SC3=CC=CC=C3[AsH]C12